2-chloro-N-[4-(4-formylphenyl)tetrahydro-2H-pyran-4-yl]acetamide ClCC(=O)NC1(CCOCC1)C1=CC=C(C=C1)C=O